methyl (2S)-3-amino-2-(tert-butoxycarbonylamino)propanoate NC[C@@H](C(=O)OC)NC(=O)OC(C)(C)C